C(=C)(C)[C@@H](C/C=C(/CCC(=O)[O-])\C)CCC=C (3E,6R)-6-isopropenyl-3-methyl-3,9-decadienyl-carboxylate